N-(cyclopropylsulfonyl)-4-((1S,4S,5R)-5-((3-(2,6-dichlorophenyl)-5-(1-fluorocyclopropyl)isoxazol-4-yl)methoxy)-2-azabicyclo[2.2.1]heptan-2-yl)benzamide C1(CC1)S(=O)(=O)NC(C1=CC=C(C=C1)N1[C@@H]2C[C@H]([C@H](C1)C2)OCC=2C(=NOC2C2(CC2)F)C2=C(C=CC=C2Cl)Cl)=O